[Si](C1=CC=CC=C1)(C1=CC=CC=C1)(C(C)(C)C)OC[C@@H]1CO[C@@H](CN1C(=O)OC(C)(C)C)C(NC(C)(C)C1=NC=C(C2=CC(=CC=C12)F)F)=O tert-butyl (2S,5S)-5-(((tert-butyldiphenylsilyl)oxy)methyl)-2-((2-(4,6-difluoro-isoquinolin-1-yl)propan-2-yl)carbamoyl)morpholine-4-carboxylate